Cl.Cl.C(C)OC1=CC(=NC=C1)C1=NC2=C(N1)C=CC(=C2)C(=N)N 2-(4-ethoxypyridin-2-yl)-1H-benzo[d]imidazole-5-carboxamidine dihydrochloride